N-(2-methoxyethyl)-N-methyl-4-(2-(methylamino)ethyl)aniline COCCN(C1=CC=C(C=C1)CCNC)C